C(=O)(OC(C)(C)C)N(C)[C@@H]1CC[C@H](CC1)N Trans-4-(N-Boc-N-methylamino)cyclohexylamine